2-[5-[3-(5-carboxypentyl)-1,3-dihydro-1,1-dimethyl-6,8-disulfo-2H-benzo[E]indol-2-ylidene]-1,3-pentadienyl]-3-ethyl-1,1-dimethyl-6,8-disulfo-1H-benzo[E]indolium C(=O)(O)CCCCCN1C(C(C=2C3=C(C=CC12)C(=CC(=C3)S(=O)(=O)O)S(=O)(=O)O)(C)C)=CC=CC=CC3=[N+](C=1C=CC2=C(C1C3(C)C)C=C(C=C2S(=O)(=O)O)S(=O)(=O)O)CC